CC1=NC=CC(=N1)NCCC1=CC(=CC=C1)C=1C=NN(C1)C 2-methyl-N-{[3-(1-methyl-1H-pyrazol-4-yl)phenyl]ethyl}pyrimidin-4-amine